NC=1C=2N(C=C(C1)C(=O)OC)C=CN2 methyl 8-aminoimidazo[1,2-a]pyridine-6-carboxylate